BrC=1C=CC(=C(C1)NC(=O)C1=NC=C(C=C1)[N+](=O)[O-])O N-(5-bromo-2-hydroxyphenyl)-5-nitropyridine-2-carboxamide